N1=CN=CC(=C1)NC1=CC=CC=C1 (pyrimidin-5-yl)aniline